F[C@H]1C[C@H]2N(C(C(N(C2=O)CC2=C3C=CN(C3=C(C=C2OC)C)S(=O)(=O)C2=CC=C(C)C=C2)C2=CC=C(C(=O)OC)C=C2)=O)C1 Methyl 4-((7S,8aR)-7-fluoro-2-((5-methoxy-7-methyl-1-tosyl-1H-indol-4-yl)methyl)-1,4-dioxooctahydropyrrolo[1,2-a]pyrazin-3-yl)benzoate